ClC1=CC=C(C(=N1)C(=O)NS(=O)(=O)C)N[C@H](C)C=1C=C(C=C2C(N(C(=NC12)N1CCOCC1)C)=O)C (R)-6-chloro-3-((1-(3,6-dimethyl-2-morpholino-4-oxo-3,4-dihydroquinazolin-8-yl)ethyl)amino)-N-(methylsulfonyl)picolinamide